C(C=C)C1(CN(C1)C(=O)[O-])C(=O)[O-] 3-allylazetidine-1,3-dicarboxylate